CC1=CC=C(C=C1)S(=O)(=O)OC[C@H]1C[C@H](C[C@H](C1)OCOC)NC(=O)OCC1=CC=CC=C1 [(1S,3R,5S)-3-(benzyloxycarbonylamino)-5-(methoxymethoxy)cyclohexyl]methyl 4-methylbenzenesulfonate